CC1=NC(=NN1)CCCC1=NNC=N1 5-methyl-3,3'-trimethylenebis(1H-1,2,4-triazole)